N1C=C(C2=CC=CC=C12)CCOC=1C2=C(N=C(N1)C=1C=NC(=CC1)C)SC=N2 7-[2-(1H-indol-3-yl)ethoxy]-5-(6-methyl-3-pyridinyl)thiazolo[5,4-d]pyrimidine